(2-amino-3-(3-(4-((5-fluoropyridin-3-yl)methoxy)benzyl)isoxazol-5-yl)pyridin-1-ium-1-yl)methyl hydrogen phosphate P(=O)(OC[N+]1=C(C(=CC=C1)C1=CC(=NO1)CC1=CC=C(C=C1)OCC=1C=NC=C(C1)F)N)(O)[O-]